COC1=CC=C(CN2C(C(CCC2=O)N2C(N(C3=C2C=CC(=C3)OCCOCC=O)C)=O)=O)C=C1 2-(2-((1-(1-(4-methoxybenzyl)-2,6-dioxopiperidin-3-yl)-3-methyl-2-oxo-2,3-dihydro-1H-benzo[d]imidazol-5-yl)oxy)ethoxy)acetaldehyde